(E)-Methyl 3-(2-(4-((S)-2-((S)-2-((tert-butoxycarbonyl)(methyl)amino)propanamido)-2-cyclohexylacetyl)piperazine-1-carbonyl)-5-fluoro-1-methyl-1H-indol-3-yl)acrylate C(C)(C)(C)OC(=O)N([C@H](C(=O)N[C@H](C(=O)N1CCN(CC1)C(=O)C=1N(C2=CC=C(C=C2C1/C=C/C(=O)OC)F)C)C1CCCCC1)C)C